ClC1=NC=C(C(=C1)C1=C(C=NC(=C1)C)C(=O)NC=1SC2=C(N1)CN(C2)C(C2=CN=C(C=C2C)OC(F)F)=O)OC 2'-chloro-N-(5-(6-(difluoro-methoxy)-4-methyl-nicotinoyl)-5,6-dihydro-4H-pyrrolo[3,4-d]thiazol-2-yl)-5'-methoxy-6-methyl-[4,4'-bipyridine]-3-carboxamide